decanate C(CCCCCCCCC)(=O)[O-]